(3,3-difluoro-1-(trifluoromethyl)-cyclobutyl)methanol FC1(CC(C1)(C(F)(F)F)CO)F